sodium Ethyl Xanthate O(C(=S)[S-])CC.[Na+]